2-(2-(2-(difluoromethoxy)-7-methylquinoxalin-5-yl)benzo[d]thiazol-7-yloxy)ethylcarbamic acid methyl ester COC(NCCOC1=CC=CC=2N=C(SC21)C2=C1N=CC(=NC1=CC(=C2)C)OC(F)F)=O